5-amino-4-methoxy-2-(dimethylamino)pyridinePropantriamin NC=1C(=CC(NC1)(CCC(N)(N)N)N(C)C)OC